CC1(O[C@@H]2[C@H](O1)[C@H](CC2=O)C=2C=NN(C2)C)C (3aR,6R,6aR)-2,2-Dimethyl-6-(1-methyl-1H-pyrazol-4-yl)tetrahydro-4H-cyclopenta[d][1,3]dioxol-4-one